5-chloro-3'-methoxy-[2,4'-bipyridine]-2'-amine ClC=1C=CC(=NC1)C1=C(C(=NC=C1)N)OC